(N'-Hydroxycarbamimidoyl)benzoic acid ON=C(N)C1=C(C(=O)O)C=CC=C1